BrC1=CC(=NN1COCC[Si](C)(C)C)C(=O)O 5-bromo-1-[[2-(trimethylsilyl)ethoxy]methyl]pyrazole-3-carboxylic acid